FC=1C=C2C(=C(N(C2=CC1)C1CCN(CC1)[C@@H]1CC[C@@H](CC1)C(C)C)CNC(OCC1=CC=CC=C1)=O)C=NOC benzyl ((5-fluoro-1-(1-(cis-4-isopropylcyclohexyl)piperidin-4-yl)-3-((methoxyimino)methyl)-1H-indol-2-yl)methyl)carbamate